C(CCSSCCC(OC)=N)(OC)=N dimethyl 3,3'-dithiobis-propionimidate